ClC1(CC1)[C@](CN1N=CN=C1)(CC[C@@H]1C(C1)(Cl)Cl)O (2R)-2-(1-chlorocyclopropyl)-4-[(1S)-2,2-dichloro-cyclopropyl]-1-(1H-1,2,4-triazol-1-yl)butan-2-ol